C1(CCC1)OC=1C=C2C(=NNC(C2=CC1)=O)CC1=CC(=C(C=C1)F)C(=O)N1CC2CCC(C1)N2C2=NC=C(C=N2)C(F)(F)F 6-cyclobutoxy-4-(4-fluoro-3-(8-(5-(trifluoromethyl)pyrimidin-2-yl)-3,8-diazabicyclo[3.2.1]octane-3-carbonyl)benzyl)phthalazin-1(2H)-one